Tert-butyl-(3S,5R)-3,5-dimethyl-4-((tetrahydro-2H-pyran-4-yl)methyl)piperazine C(C)(C)(C)N1C[C@@H](N([C@@H](C1)C)CC1CCOCC1)C